[Co].BrC=1C=C(C(=NC1C=1OC=C(N1)C)C=1OC=C(N1)C)Br dibromo[2,6-bis[4-(S)-methyl-2-oxazolyl]pyridine] cobalt